1-(4-((1R,2S)-6-Hydroxy-2-ethyl-1,2,3,4-tetrahydronaphthalen-1-yl)phenyl)piperidin OC=1C=C2CC[C@@H]([C@@H](C2=CC1)C1=CC=C(C=C1)N1CCCCC1)CC